C(C)(C)OC(=O)C1=C(SC(=C1C(=O)OC(C)C)C)C 2,5-dimethyl-3,4-thiophenedicarboxylic acid diisopropyl ester